CC=1N=C(SC1C(=O)OC(C)(C)C)NC(=O)C1CC(C1)NC1=NC=CC2=CC=C(C=C12)C(F)(F)F tert-Butyl 4-methyl-2-((1s,3s)-3-((7-(trifluoromethyl)isoquinolin-1-yl)amino)cyclobutane-1-carboxamido)thiazole-5-carboxylate